CN1C(N(C(CC1=O)=O)C)=O 1,3-Dimethylpyrimidin-2,4,6-Trione